2-dehydrogluconic acid O=C(C(=O)[C@@H](O)[C@H](O)[C@H](O)CO)O